[Si](C)(C)(C(C)(C)C)O[C@H]1CN(CCC1)C1=CC(=NC=C1)C1=CN=C2N1N=C(C=C2)Cl (R)-3-(4-(3-(t-Butyldimethylsilanyloxy)piperidin-1-yl)pyridin-2-yl)-6-chloroimidazo[1,2-b]pyridazine